bis[2-hydroxyethyl]octadecylamine OCCN(CCCCCCCCCCCCCCCCCC)CCO